2-methyl-6-(3-methyl-1-benzofuran-5-yl)-N-{1-[3-(4H-1,2,4-triazol-4-yl)phenyl]ethyl}pyrimidin CC1N(C(=CC=N1)C=1C=CC2=C(C(=CO2)C)C1)C(C)C1=CC(=CC=C1)N1C=NN=C1